C1(CCCCC1)C1=C(C=CC(=C1)NC(C(F)(F)F)C1=CC=CC=C1)NCCCN1CCCC1 2-cyclohexyl-N1-(3-(pyrrolidin-1-yl)propyl)-N4-(2,2,2-trifluoro-1-phenylethyl)benzene-1,4-diamine